FC1=C(C=CC(=C1)F)NC(=O)N[C@@H]1C(NC[C@H]1C1=CC=C(C=C1)OC)=O |o1:12,16| (-)-1-(2,4-difluorophenyl)-3-[(3S*,4R*)-4-(4-methoxyphenyl)-2-oxopyrrolidin-3-yl]urea